2,4-dichloro-5-((4-methoxypiperidin-1-yl)methyl)pyrimidine ClC1=NC=C(C(=N1)Cl)CN1CCC(CC1)OC